ClC1=C(C(=NC(=N1)C1=NC=CC=C1)NC1=C(C=C(C=C1)[N+](=O)[O-])[N+](=O)[O-])C(F)(F)F 6-chloro-N-(2,4-dinitrophenyl)-2-(2-pyridyl)-5-(trifluoromethyl)-4-pyrimidinamine